COC(=O)C1=NC=C(N=C1N)Cl 3-amino-5-chloropyrazine-2-carboxylic acid methyl ester